CC1=C[C@@H]2[C@@H]3[C@H](C=CO3)[C@H]1C2=O (3aR,4R,7R,7aS)-5-methyl-3a,4,7,7a-tetrahydro-4,7-methanobenzofuranone